C(CCCCCCCCCCCC)C1OCC(CO1)OCCCO 3-((2-tridecyl-1,3-dioxan-5-yl)oxy)propan-1-ol